C1C=CN2C3=C(C=C4C(=C13)OCC=C4)C=CC2 1H,5H,11H-pyrano[2,3-f]pyrido[3,2,1-ij]quinoline